O[C@H](CNC(C1=CN=C(C(=C1)C#CC1=CN=CS1)C)=O)CC1=CC=CC=C1 (S)-N-(2-hydroxy-3-phenylpropyl)-6-methyl-5-(thiazol-5-ylethynyl)nicotinamide